N-{2-[2-(2-aminoethoxy)ethoxy]ethyl}-2-methyl-8-[4-(trifluoromethyl)phenyl]-2H,8H-pyrazolo[3,4-b]indole-5-carboxamide TFA salt OC(=O)C(F)(F)F.NCCOCCOCCNC(=O)C=1C=C2C=3C(N(C2=CC1)C1=CC=C(C=C1)C(F)(F)F)=NN(C3)C